6-ethynyl-N-({6-methylimidazo[1,2-a]pyridin-2-yl}methyl)-1H-indazole-4-carboxamide C(#C)C=1C=C(C=2C=NNC2C1)C(=O)NCC=1N=C2N(C=C(C=C2)C)C1